3-(4-amino-5-(1H-imidazol-2-yl)-7H-pyrrolo[2,3-d]pyrimidin-7-yl)-5-(((3-(phenethylamino)propyl)amino)methyl)cyclopentane-1,2-diol NC=1C2=C(N=CN1)N(C=C2C=2NC=CN2)C2C(C(C(C2)CNCCCNCCC2=CC=CC=C2)O)O